1-[5-(2-azaspiro[3.3]heptan-6-yl)-4H-1,2,4-triazol-3-yl]cyclopropanol C1NCC12CC(C2)C=2NC(=NN2)C2(CC2)O